BrC1=C(C(=O)OC2=CC(=CC=C2)NS(=O)(=O)C)C=C(C=C1)OC 3-(methylsulfonamido)phenyl 2-bromo-5-methoxybenzoate